C(=C)OCC(COC=C)O 1,3-divinyloxy-2-propanol